6-allylsulfonyl-N,N-bis[(4-methoxyphenyl)methyl]-4-methyl-5-(trifluoromethyl)pyridin-2-amine C(C=C)S(=O)(=O)C1=C(C(=CC(=N1)N(CC1=CC=C(C=C1)OC)CC1=CC=C(C=C1)OC)C)C(F)(F)F